BrC1=CC(=C(CNC2=NOC3=C2C=C(C=C3)C(F)(F)F)C=C1)F N-(4-Bromo-2-fluorobenzyl)-5-(trifluoromethyl)benzo[d]isoxazol-3-amine